FC1=C(C(=O)N([C@H]2CN(CCC2)C(=O)OC(C)(C)C)C2=NC=CC3=C2C(=CS3)C)C=CC(=C1)B1OC(C(O1)(C)C)(C)C tert-butyl (3R)-3-[[2-fluoro-4-(4,4,5,5-tetramethyl-1,3,2-dioxaborolan-2-yl)benzoyl]-(3-methylthieno[3,2-c]pyridin-4-yl)amino]piperidine-1-carboxylate